4-METHYL-TETRAHYDROPYRANE CC1CCOCC1